tert-butyl (1R,5S)-3-(2-((4,5-dihydroisoxazol-3-yl)oxy)ethyl)-8-azabicyclo[3.2.1]octane-8-carboxylate O1N=C(CC1)OCCC1C[C@H]2CC[C@@H](C1)N2C(=O)OC(C)(C)C